N-(4-cyano-2-fluorophenyl)-5-cyclohexyl-1H-pyrrole-3-sulfonamide C(#N)C1=CC(=C(C=C1)NS(=O)(=O)C1=CNC(=C1)C1CCCCC1)F